FC=1C=C(C=CC1)C1OP(OCC1)=S 4-(3-fluorophenyl)-1,3,2-dioxaphosphorinane 2-sulfide